S1C=NC=C1C1=CC(NC=C1)=O 4-(thiazol-5-yl)pyridin-2(1H)-one